OC(CN1[C@@H](CCN2C1=NC(=CC2=O)N2[C@@H](COCC2)C)C(F)(F)F)C=2C=NC=CC2 (S)-9-(2-Hydroxy-2-pyridin-3-ylethyl)-2-((R)-3-methyl-morpholin-4-yl)-8-trifluoromethyl-6,7,8,9-tetrahydro-pyrimido[1,2-a]-pyrimidin-4-one